3-{2-[(3-cyano-5-methoxyphenyl)amino]pyrimidin-4-yl}-N-[(2S)-1-(dimethylamino)propan-2-yl]-1-methyl-1H-pyrazole-5-carboxamide C(#N)C=1C=C(C=C(C1)OC)NC1=NC=CC(=N1)C1=NN(C(=C1)C(=O)N[C@H](CN(C)C)C)C